Cl.Cl.Cl.CC1(CN(CCN1CC1CCNCC1)C1=CC=C2C(=NN(C2=C1)C)C1C(NC(CC1)=O)=O)C 3-(6-(3,3-dimethyl-4-(piperidin-4-ylmethyl)piperazin-1-yl)-1-methyl-1H-indazol-3-yl)piperidine-2,6-dione trihydrochloride